Ethyl 3-(adamantan-1-yl)imidazo[2,1-b]thiazole-6-carboxylate C12(CC3CC(CC(C1)C3)C2)C=2N3C(SC2)=NC(=C3)C(=O)OCC